FC1=C(OC=2C=C3C=NN(C3=CC2OCC(CN2CCCC2)O)CC(C)C)C=CC(=C1)F 1-[5-(2,4-difluorophenoxy)-1-isobutyl-1H-indazol-6-yloxy]-3-pyrrolidin-1-yl-propan-2-ol